tert-butyl 4-(6-((4-cyano-2-fluorobenzyl)amino)pyridin-2-yl)piperidine-1-carboxylate C(#N)C1=CC(=C(CNC2=CC=CC(=N2)C2CCN(CC2)C(=O)OC(C)(C)C)C=C1)F